N-(9H-fluoren-9-yl)-4,5-dimethyl-2-oxo-6-(trifluoromethyl)-1,2-dihydropyridine-3-carboxamide C1=CC=CC=2C3=CC=CC=C3C(C12)NC(=O)C=1C(NC(=C(C1C)C)C(F)(F)F)=O